CC(CCCC1=NC2=C(N1C(=O)N)C=CC=C2N2CCOCC2)(C)C (4,4-Dimethylpentyl)-4-morpholino-1H-benzo[d]imidazole-1-carboxamide